FC1=C(C=C2CN(C(C2=C1)=O)C1C(NC(CC1)=O)=O)N1CCN(CC1)CC1CCN(CC1)C1=CC=C(C=C1)C1C(COC2=CC(=CC=C12)O)C1=CC(=CC=C1)OC 3-(6-fluoro-5-(4-((1-(4-(7-hydroxy-3-(3-methoxyphenyl)chroman-4-yl)phenyl)piperidin-4-yl)methyl)piperazin-1-yl)-1-oxoisoindolin-2-yl)piperidine-2,6-dione